CS(=O)(=O)OC1=C(C(=CC=C1)Cl)C1CC(=NO1)C=1N=C(SC1)C1CCN(CC1)C(CN1N=C(C=C1C(F)F)C(F)F)=O 2-{3-[2-(1-{[3,5-bis(difluoromethyl)-1H-pyrazol-1-yl]-acetyl} piperidin-4-yl) 1,3-thiazol-4-yl]-4,5-dihydro-1,2-oxazol-5-yl}-3-chlorophenyl methane-sulfonate